C(C(C)C)N1CCC1 1-isobutylazetidin